Methyl-5-hydroxy-9-methyl-2-oxo-2,3-dihydro-1H-benzo[b]azepine-4-carboxylate COC(=O)C1=C(C2=C(NC(C1)=O)C(=CC=C2)C)O